4-Hydroxy-N-(4-(3-methoxy-5-(trifluoromethyl)phenyl)pyridin-2-yl)-N-((1-((5-methylpyridin-3-yl)sulfonyl)piperidin-4-yl)methyl)cyclohexanecarboxamide OC1CCC(CC1)C(=O)N(CC1CCN(CC1)S(=O)(=O)C=1C=NC=C(C1)C)C1=NC=CC(=C1)C1=CC(=CC(=C1)C(F)(F)F)OC